4-chloro-5-cyclopropyl-1H-pyrrolo[2,3-b]Pyridine ClC1=C2C(=NC=C1C1CC1)NC=C2